Z-bis(carboxymethyl)-L-glutamic acid tetrasodium salt [Na+].[Na+].[Na+].[Na+].C(=O)([O-])CN([C@@H](CCC(=O)[O-])C(=O)[O-])CC(=O)[O-]